CC=1C=C(C=CC1)C1=NC(=NC(=N1)N)N (3-methylphenyl)-2,4-diamino-1,3,5-triazine